1-octylimidazole nitrate [N+](=O)(O)[O-].C(CCCCCCC)N1C=NC=C1